N1(CCC=2C1=NC=CC2)C(=O)N2CCC(CC2)=C(C#N)C2=CC=C(C=C2)F 2-(1-(2,3-dihydro-1H-pyrrolo[2,3-b]pyridine-1-carbonyl)piperidin-4-ylidene)-2-(4-fluorophenyl)acetonitrile